(2R,4R)-N-((S)-1-(((1H-Pyrrolo[3,2-c]pyridin-2-yl)methyl)amino)-1-oxopropan-2-yl)-4-phenylpyrrolidine-2-carboxamide Di-trifluoroacetate salt FC(C(=O)O)(F)F.FC(C(=O)O)(F)F.N1C(=CC=2C=NC=CC21)CNC([C@H](C)NC(=O)[C@@H]2NC[C@H](C2)C2=CC=CC=C2)=O